BrC=1C=C(C=CC1F)B(O)O (3-bromo-4-fluorophenyl)boronic acid